4-(8-oxa-3-azabicyclo[3.2.1]oct-3-yl)-N-(1-cyanocyclopropyl)-9H-pyrimido[4,5-b]indole-7-sulfonamide C12CN(CC(CC1)O2)C2=NC=NC=1NC3=CC(=CC=C3C12)S(=O)(=O)NC1(CC1)C#N